COC(=O)C1=C(SC2=C1C=CC(=C2Cl)O)N(CC2=CC=C(C=C2)C)C(C)=O 2-[acetyl-(4-methylbenzyl)amino]-7-chloro-6-hydroxy-1-benzothiophene-3-carboxylic acid methyl ester